C(CCCCCC(C)C)C(C(=O)O)(CCCC(=O)O)CCCCCCC(C)C.C(CCCCC(=O)OCCCCCCC(C)C)(=O)OCCCCCCC(C)C diisononyl adipate (di-i-nonyladipate)